indium oxide, indium salt [In+3].[O-2].[In+3].[O-2].[O-2]